C12CC(CC2C1)OC1=C(C=C(C=C1F)NC(=O)C=1N=C(OC1CC(F)(F)F)N1CC2(C1)CC(C2)(F)F)F N-(4-(cis-bicyclo[3.1.0]hexan-3-yloxy)-3,5-difluorophenyl)-2-(6,6-difluoro-2-azaspiro[3.3]heptan-2-yl)-5-(2,2,2-trifluoroethyl)oxazole-4-carboxamide